N1(CCCC1)C=1C=C(C=CC1)C=1SC(=CN1)C=1C=CC=C(C=O)C1 5-(2-(3-(pyrrolidin-1-yl)phenyl)thiazol-5-yl)benzaldehyde